N-(2,4-dimethoxybenzyl)-6-((dimethylamino)methyl)pyrimidin-4-amine COC1=C(CNC2=NC=NC(=C2)CN(C)C)C=CC(=C1)OC